C(C)OC(=O)C=1OC(=CC1)C1(CC1)S(=O)(=O)C 5-(1-methanesulfonylcyclopropyl)furan-2-carboxylic acid ethyl ester